[O-]P([O-])(=O)OP(=O)([O-])[O-].[Zn+2].[Ca+2] calcium zinc pyrophosphate